N-[4-[4-[6-chloro-4-(trifluoromethyl)-2-pyridinyl]piperazin-1-yl]sulfonyl-3-hydroxy-phenyl]benzamide ClC1=CC(=CC(=N1)N1CCN(CC1)S(=O)(=O)C1=C(C=C(C=C1)NC(C1=CC=CC=C1)=O)O)C(F)(F)F